2-methyl-3-(((1S,4r)-4-((R)-4,4,4-trifluoro-3-(piperazin-1-yl)butyl)cyclohexyl)oxy)phenol CC1=C(C=CC=C1OC1CCC(CC1)CC[C@H](C(F)(F)F)N1CCNCC1)O